3-chloro-8-[(2R,3S)-2-methyl-3-((methylsulfonyl)methyl)azetidin-1-yl]isoquinolin-5-ol ClC=1N=CC=2C(=CC=C(C2C1)O)N1[C@@H]([C@H](C1)CS(=O)(=O)C)C